[C@H]12CN(C[C@H](CC1)O2)C=2C1=C(N=C(N2)N2CCC(CC2)(O)C)C(=C(N=C1)C1=CN=CC2=CC=C(C(=C12)C#C)F)F 1-(4-((1R,5S)-8-oxa-3-azabicyclo[3.2.1]octan-3-yl)-7-(5-ethynyl-6-fluoroisoquinolin-4-yl)-8-fluoropyrido[4,3-d]pyrimidin-2-yl)-4-methylpiperidin-4-ol